CS(=O)(=O)OC([2H])([2H])C1(CC1)NC(=O)OC(C)(C)C (1-((tert-butoxycarbonyl)amino)cyclopropyl)methyl-d2 methanesulfonate